[Br-].C(=O)(O)C1=CC=C(C[N+](CCCCCC(=O)NCCC[Si](O[Si](C)(C)C)(O[Si](C)(C)C)O[Si](C)(C)C)(C)C)C=C1 N-(4-carboxybenzyl)-6-((3-(1,1,1,5,5,5-hexamethyl-3-((trimethylsilyl)oxy)trisiloxan-3-yl)propyl)amino)-N,N-dimethyl-6-oxohexan-1-aminium bromide